9H-fluoren-9-ylmethyl N-[(1S)-1-[[(1S)-1-[[4-(bromomethyl)phenyl]carbamoyl]-4-ureido-butyl]carbamoyl]-2-methyl-propyl]carbamate BrCC1=CC=C(C=C1)NC(=O)[C@H](CCCNC(=O)N)NC(=O)[C@H](C(C)C)NC(OCC1C2=CC=CC=C2C=2C=CC=CC12)=O